Cl.NC1=C(C=C(OC=2C=C(C=CC2)CC(=O)OC)C=C1)F methyl [3-(4-amino-3-fluorophenoxy)phenyl]acetate hydrochloride